3-(3',5'-dinitrophenoxy)propionic acid [N+](=O)([O-])C=1C=C(OCCC(=O)O)C=C(C1)[N+](=O)[O-]